FC=1C(=NC(=CC1)OC(C)C)N 3-Fluoro-6-isopropoxypyridin-2-amine